C(#N)C=1C=C(C=CC1F)NC(=O)C1=C(N(C(=C1C)C(C(=O)N[C@@H]1C[C@H](C1)O)=O)C)C N-(3-cyano-4-fluorophenyl)-5-(2-((trans-3-hydroxycyclobutyl)amino)-2-oxoacetyl)-1,2,4-trimethyl-1H-pyrrole-3-carboxamide